CN1C(=NN=C1)C=1C=NC=CC1C=1C=C(C=CC1)N1C(C2=CC=CC(=C2C1)C(F)(F)F)=O 2-[3-[3-(4-Methyl-1,2,4-triazol-3-yl)-pyridin-4-yl]-phenyl]-4-(trifluoromethyl)-3H-isoindol-1-one